C(C1=CC=CC=C1)OC(=O)N1[C@@H](CCC1)C(NNCC(=O)N)=O (2S)-2-[[(2-amino-2-oxo-ethyl)amino]carbamoyl]pyrrolidine-1-carboxylic acid benzyl ester